C(=O)(OC(C)(C)C)NC1=CC=CC=C1 N-Bocaniline